FC1(CCC(CC1)C1N(CC12CC(CC2)N)S(=O)(=O)C=2C(=NC(=CC2)OC)C)F (4,4-difluorocyclohexyl)-2-((6-methoxy-2-methylpyridin-3-yl)sulfonyl)-2-azaspiro[3.4]octan-6-amine